ClC1=C(C(=CC=C1)C)S(=O)(=O)N1CC2=C(C1)CN(C2)C([C@H](C2=CC=CC=C2)O)=O (2S)-1-[5-(2-chloro-6-methylbenzenesulfonyl)-1H,2H,3H,4H,5H,6H-pyrrolo[3,4-c]pyrrol-2-yl]-2-hydroxy-2-phenylethan-1-one